3-(Difluoromethyl)-5-((1-((5-fluoro-2-oxo-1,2-dihydropyridin-3-yl)methyl)-6-oxo-4-(trifluoromethyl)-1,6-dihydropyrimidin-5-yl)oxy)benzonitrile FC(C=1C=C(C#N)C=C(C1)OC1=C(N=CN(C1=O)CC=1C(NC=C(C1)F)=O)C(F)(F)F)F